CN1CC(CCC1)OC1=NC(=NC2=C1OCC=1N2N=C(C1)C1=CC=CC=C1)N1CCOCC1 ((1-methylpiperidin-3-yl)oxy)-2-morpholino-8-phenyl-6H-pyrazolo[1,5-d]pyrimido[5,4-b][1,4]oxazine